[Cl-].C(CC)[N+](C)(C)CCCCCCCCCCCC propyllauryl-dimethyl-ammonium chloride